C(C)(=O)[O-].C(C)C(C[NH3+])CCCC 2-ethylhexylammonium acetate